NC1=NC=2C=C(C(=CC2C2=C1COC2)C(=O)N([C@H]2COC1=C2C=CC(=C1)C(F)(F)F)C)Cl 4-amino-7-chloro-N-methyl-N-((3R)-6-(trifluoromethyl)-2,3-dihydro-1-benzofuran-3-yl)-1,3-dihydrofuro[3,4-c]quinoline-8-carboxamide